2-(3-(tert-Butyl)phenyl)-8-azaspiro[4.5]decan-8-ium 2,2,2-trifluoroacetate FC(C(=O)[O-])(F)F.C(C)(C)(C)C=1C=C(C=CC1)C1CC2(CC1)CC[NH2+]CC2